CCCCCCCCCCCCCCCCCC(=O)OC[C@H](CO)OC(=O)CCCCCCC/C=C\\C/C=C\\CCCCC The molecule is a 1,2-diacyl-sn-glycerol in which the acyl groups at positions 1 and 2 are specified as stearoyl and linoleoyl respectively. It has a role as a mouse metabolite. It is a 1,2-diacyl-sn-glycerol and a diacylglycerol 36:2. It derives from an octadecanoic acid and a linoleic acid.